2-(methacryloyl)-ethyltrimethylammonium chloride [Cl-].C(C(=C)C)(=O)CC[N+](C)(C)C